7-bromo-8-chloro-1-ethyl-1H,2H,3H-cyclopenta[c]cinnoline BrC=1C(=CC=2C3=C(N=NC2C1)CCC3CC)Cl